C(C)(C)(C)OC(=O)N1CCN(CC1)C1=NC=C(C=C1N)COC 4-(3-amino-5-(methoxymethyl)pyridin-2-yl)piperazine-1-carboxylic acid tert-butyl ester